ethyl 2-(4-acetamido-2-hydroxyphenyl)acetate C(C)(=O)NC1=CC(=C(C=C1)CC(=O)OCC)O